2-[3-[(4-amino-2-methylpyrimidin-5-yl)methyl]-4-methyl-1,3-thiazol-3-ium-5-yl]ethanol magnesium-zinc-copper [Cu+2].[Zn+2].[Mg+2].NC1=NC(=NC=C1C[N+]1=CSC(=C1C)CCO)C